CSC1=CC(=C(CCN)C=C1OC)OC 4-methylthio-2,5-dimethoxy-phenethylamine